N=1NN=NC1C1=CC=C(C=C1C1=CC=C(C=C1)CN1C(=NC(=C1C(=O)OCC=1OC(OC1C)=O)CC)CCC)C1=CC=CC=C1 (5-methyl-2-oxo-1,3-dioxol-4-yl)methyl 1-((6'-(2H-tetrazol-5-yl)-[1,1':3',1''-terphenyl]-4-yl)methyl)-4-ethyl-2-propyl-1H-imidazole-5-carboxylate